COC1=CC=C(C=C1)CN1C(CN(CC1)C=1N=NC(=CC1)COC=1C=CC=2N(N1)C(=NN2)C2=NOC(=C2)C)=O 1-((4-methoxyphenyl)methyl)-4-(6-(((3-(5-methyl-1,2-oxazol-3-yl)[1,2,4]triazolo[4,3-b]pyridazin-6-yl)oxy)methyl)pyridazin-3-yl)piperazin-2-one